ClC1=C(C=C(C=C1)NC(=O)[C@@H]1C([C@H]1C1=CC(=C(C=C1)F)C(F)(F)F)(Cl)Cl)NC(C1=C(C(=C(C=C1)F)NC(C(F)F)=O)F)=O N-(2-chloro-5-((1R,3R)-2,2-dichloro-3-(4-fluoro-3-(trifluoromethyl)phenyl)cyclopropane-1-carboxamido)phenyl)-3-(2,2-difluoroacetamido)-2,4-difluorobenzamide